7-fluoro-4-isopropyl-2-(2-methoxy-5-methylpyridin-4-yl)-1-oxo-1,2-dihydroisoquinolin-6-yl trifluoromethanesulfonate FC(S(=O)(=O)OC=1C=C2C(=CN(C(C2=CC1F)=O)C1=CC(=NC=C1C)OC)C(C)C)(F)F